5-tetrahydrofurandimethanol sulfate n-octanoate C(CCCCCCC)(=O)OCC1OC(CC1)COS(=O)(=O)O